5-methyl-2-((2,2,2-trichloroethoxy)methyl)aniline CC=1C=CC(=C(N)C1)COCC(Cl)(Cl)Cl